7-bromo-2-(2,4-dimethoxybenzyl)-4-(methylsulfonyl)-2,3-dihydro-1H-pyrrolo[3,4-c]pyridin-1-one BrC=1C2=C(C(=NC1)S(=O)(=O)C)CN(C2=O)CC2=C(C=C(C=C2)OC)OC